6-OCTEN-1-OL C(CCCCC=CC)O